BrC1=C(OCC2=CC=C(C=C2)NC([C@H](CCCCN(C)C)NC(=O)C2(CCC2)C(=O)OCC)=O)C=CC=C1 ethyl (s)-1-((1-((4-((2-bromophenoxy)methyl)phenyl)amino)-6-(dimethylamino)-1-oxohexan-2-yl)carbamoyl)cyclobutane-1-carboxylate